isoleucyl-Thianamine N[C@@H]([C@@H](C)CC)C(=O)C1(SCCCC1)N